(S)-(1-(3-(2-(dimethylamino)ethyl)-5-methoxy-1H-indol-1-yl)-1-oxopropan-2-yl)carbamic acid tert-butyl ester C(C)(C)(C)OC(N[C@H](C(=O)N1C=C(C2=CC(=CC=C12)OC)CCN(C)C)C)=O